carbazole-3-carboxamide C1=CC(=CC=2C3=CC=CC=C3NC12)C(=O)N